lauryl glycol CCCCCCCCCCC(CO)O